C(C)NC(=O)C1=CC(=NC(=C1)C=1N=NN(C1)C1=C(C(=O)O)C=CC=C1C(F)(F)F)C=1N=NN(C1)C1=C(C(=O)O)C=CC=C1C(F)(F)F 2,2'-((4-(ethylcarbamoyl)pyridine-2,6-diyl)bis(1H-1,2,3-triazole-4,1-diyl))bis(3-(trifluoromethyl)benzoic Acid)